ClC=1C(=C2C=NNC2=CC1C)N1CCC=2C(=CC(=NC2C1)C(=O)N[C@@H](CN(C)C)C)N1CCNCC1 (R)-7-(5-chloro-6-methyl-1H-indazol-4-yl)-N-(1-(dimethylamino)propan-2-yl)-4-(piperazin-1-yl)-5,6,7,8-tetrahydro-1,7-naphthyridine-2-carboxamide